3-(tert-Butoxycarbonyl)-1-((2R,3R,4S,5R)-3,4-dihydroxy-5-(hydroxymethyl)tetrahydrofuran-2-yl)pyridin-1-ium trifluoromethanesulfonate FC(S(=O)(=O)[O-])(F)F.C(C)(C)(C)OC(=O)C=1C=[N+](C=CC1)[C@@H]1O[C@@H]([C@H]([C@H]1O)O)CO